N-[4-[(3-aminocyclobutyl)carbamoyl]-3-chlorophenyl]-5-[1-cyclopropyl-3-(trifluoromethyl)pyrazol-4-yl]-1-methylimidazole-2-carboxamide NC1CC(C1)NC(=O)C1=C(C=C(C=C1)NC(=O)C=1N(C(=CN1)C=1C(=NN(C1)C1CC1)C(F)(F)F)C)Cl